1,3-bis(4'-diethylamino-benzylidene)acetone C(C)N(C1=CC=C(C=CC(=O)C=CC2=CC=C(C=C2)N(CC)CC)C=C1)CC